5-amino-1-(p-chlorophenyl)-1H-imidazole-4-carboxylic acid ethyl ester C(C)OC(=O)C=1N=CN(C1N)C1=CC=C(C=C1)Cl